FC([C@@](CN1N=NC(=C1)C1=NC=CC=C1)(O)C1=NC(=C(C(=C1)C(C)(C)O)F)C1=CC=C(C=C1)F)(F)F (S)-1,1,1-trifluoro-2-(5-fluoro-6-(4-fluorophenyl)-4-(2-hydroxypropan-2-yl)pyridin-2-yl)-3-(4-(pyridin-2-yl)-1H-1,2,3-triazol-1-yl)propan-2-ol